OC1(OC2=CC(=CC=C2C(C1)=O)OC(C)=O)C1=CC=CC=C1 Hydroxy-7-acetoxyflavanone